[Si](C)(C)(C(C)(C)C)OCC=1C=C(C=CC1C)C(O)C1=C(C=2N(C=C1)C(=NN2)C2CC2)C (3-(((Tert-butyldimethylsilyl)oxy)methyl)-4-methylphenyl)(3-cyclopropyl-8-methyl-[1,2,4]triazolo[4,3-a]pyridin-7-yl)methanol